CN1CCC(C2=CC=CC=C12)CC1=CC=C(C=C1)SC 1-methyl-4-(4-methylthiobenzyl)-3,4-dihydroquinolin